FN1C(C(C(=O)O)(C=C(C1C)C(F)(F)F)F)(N1CCC(CCC1)(F)F)F trifluoro-2-(4,4-difluoroazepan-1-yl)-6-methyl-5-(trifluoromethyl)nicotinic acid